N1=CC=CC2=CC=CC(=C12)NC(=O)[C@H]1N(CCC[C@H]1OC(C)=O)C(=O)OCC1=CC=CC=C1 (2S,3R)-N-(quinoline-8-yl)-1-benzyloxycarbonyl-3-acetoxy-2-piperidineformamide